N1=CNC2=NC=CC(=C21)C=2C=NN(C2)C2=CC=C(C=N2)C(C(=O)NC)CCC(F)(F)F (6-(4-(3H-imidazo[4,5-b]pyridin-7-yl)-1H-pyrazol-1-yl)pyridin-3-yl)-5,5,5-trifluoro-N-methylpentanamide